ClC=1C=C(C=CC1Cl)C1=CC=C(C=C1)NC([C@H](CC)N(C(OC(C)(C)C)=O)C)=O (S)-tert-butyl (1-((3',4'-dichloro-[1,1'-biphenyl]-4-yl)amino)-1-oxo Butan-2-yl)(methyl)carbamate